NC1=NC(N(C=C1)[C@H]1C([C@@H]([C@@](O1)(C#N)CO)O)(F)F)=O (2R,3R,5R)-5-(4-amino-2-oxopyrimidin-1(2H)-yl)-4,4-difluoro-3-hydroxy-2-(hydroxymethyl)tetrahydrofuran-2-carbonitrile